3-(5,6-dichloropyridin-3-yl)-5-propyl-4,5-dihydroisoxazole ClC=1C=C(C=NC1Cl)C1=NOC(C1)CCC